1-(4,6-diamino-s-triazin-2-yl)butyl-2-ethyl-4-methylimidazole NC1=NC(=NC(=N1)N)C(CCC)C1=C(N=C(N1)CC)C